ClC=1C=C(C=C(C1)Cl)C1(CCN(CC1)S(=O)(=O)C1=CC=C(C=C1)NC(C1=C(C=CC=C1)N(S(=O)(=O)C)C)=O)O N-[4-[[4-(3,5-dichlorophenyl)-4-hydroxy-1-piperidyl]sulfonyl]phenyl]-2-[methyl(methylsulfonyl)amino]benzamide